gallium pentaoxide [O-2].[O-2].[O-2].[O-2].[O-2].[Ga+3]